C(=C[C@H]1CC[C@H]2[C@@H]3CCC4CCCC[C@]4(C)[C@H]3CC[C@]12C)(O)O pregnen-diol